C(CCCC)C(COC(CCCCCN(C(OCCN(CCOC(N(CCCCCC(=O)OCC(CCCCC)CCCCC)CCCCCCCC)=O)CCN(CC)CC)=O)CCCCCCCC)=O)CCCCC Bis(2-pentylheptyl)12-(2-(diethylamino)ethyl)-7,17-dioctyl-8,16-dioxo-9,15-dioxa-7,12,17-triazatricosanedioate